(2R)-2-(3-{5-Chloro-2-[(oxan-4-yl)amino]pyrimidin-4-yl}-5-oxo-5H,6H,7H-pyrrolo[3,4-b]pyridin-6-yl)-N-[(1S)-1-(3-fluoro-5-methoxyphenyl)-2-hydroxyethyl]propanamid ClC=1C(=NC(=NC1)NC1CCOCC1)C=1C=C2C(=NC1)CN(C2=O)[C@@H](C(=O)N[C@H](CO)C2=CC(=CC(=C2)OC)F)C